BrC1=C2C(N(C(NC2=CC=C1)=O)CC1=C(C=CC=C1)C(F)(F)F)=O 5-bromo-3-(2-(trifluoromethyl)benzyl)quinazoline-2,4(1H,3H)-dione